4-(3-chloro-4-fluorophenyl)-2-oxo-3-pyrrolidinecarboxylic acid ClC=1C=C(C=CC1F)C1C(C(NC1)=O)C(=O)O